Triphenylboron pyridine salt N1=CC=CC=C1.C1(=CC=CC=C1)B(C1=CC=CC=C1)C1=CC=CC=C1